N-tert-butyl-5-(methylsulfonylamino)-2-[2-(4-nitrophenyl)thiazol-5-yl]benzenesulfonamide C(C)(C)(C)NS(=O)(=O)C1=C(C=CC(=C1)NS(=O)(=O)C)C1=CN=C(S1)C1=CC=C(C=C1)[N+](=O)[O-]